FC1=CC(=NC(=C1)N1CC(CC1)C)N1CCC=2C=C(N=CC2C1)C(=O)O 7-(4-fluoro-6-(3-methylpyrrolidin-1-yl)pyridin-2-yl)-5,6,7,8-tetrahydro-2,7-naphthyridine-3-carboxylic acid